NCCCCCCCCCCC(=O)O 11-aminoundecaneoic acid